3'-((8-chloro-[1,2,4]triazolo[4,3-a]quinazolin-5-yl)(methyl)amino)-N-(1-methylcyclobutyl)-[1,1'-biphenyl]-4-sulfonamide ClC1=CC=C2C(=NC=3N(C2=C1)C=NN3)N(C=3C=C(C=CC3)C3=CC=C(C=C3)S(=O)(=O)NC3(CCC3)C)C